(2,5-dioxopyrrolidin-1-yl) (2S)-2-[[(2S)-2-(9H-fluoren-9-ylmethoxycarbonylamino)propanoyl]amino]propanoate C1=CC=CC=2C3=CC=CC=C3C(C12)COC(=O)N[C@H](C(=O)N[C@H](C(=O)ON1C(CCC1=O)=O)C)C